OC1=CC=C(C=C1)C(C1=CC=CC=C1)(C1=CC=C(C=C1)O)C1=CC=C(C=C1)O tris(4-hydroxyphenyl)-phenyl-methane